(1R,3R,4R)-N-((R)-1-cyano-2-((S)-2-oxopyrrolidin-3-yl)ethyl)-2-((S)-3-cyclopropyl-2-((5-methylpyridin-3-yl)amino)propanoyl)-5,5-difluoro-2-azabicyclo[2.2.2]octane-3-carboxamide C(#N)[C@@H](C[C@H]1C(NCC1)=O)NC(=O)[C@@H]1N([C@H]2CC([C@@H]1CC2)(F)F)C([C@H](CC2CC2)NC=2C=NC=C(C2)C)=O